ClC=1C=C(C=CC1F)N(C(=O)[C@H]1N(S(N(C1)C)(=O)=O)C1=NC(=CC(=C1)C(F)(F)F)C)C (S)-N-(3-Chloro-4-fluorophenyl)-N,5-dimethyl-2-(6-methyl-4-(trifluoromethyl)pyridin-2-yl)-1,2,5-thiadiazolidine-3-carboxamide 1,1-dioxide